pyrrolidine-3-carboxylic acid hydrochloride Cl.N1CC(CC1)C(=O)O